4-Chloro-2-((4-chlorophenyl)amino)benzoic acid ClC1=CC(=C(C(=O)O)C=C1)NC1=CC=C(C=C1)Cl